NC=1C=C(C=C(C1)C(F)(F)F)[C@@H](C)NC(=O)C1=CN(C(C=C1)=O)C1=C(C=CC=C1F)F N-[(1R)-1-[3-amino-5-(trifluoromethyl)phenyl]ethyl]-1-(2,6-difluorophenyl)-6-oxo-1,6-dihydropyridine-3-carboxamide